tert-butyl (3S,4R)-4-(((benzyloxy)carbonyl)amino)-3-(hydroxymethyl)piperidine-1-carboxylate C(C1=CC=CC=C1)OC(=O)N[C@H]1[C@H](CN(CC1)C(=O)OC(C)(C)C)CO